tert-butyl 3-[3-fluoro-5-hydroxy-4-(1,1,4-trioxo-1,2,5-thiadiazolidin-2-yl)phenyl]piperidine-1-carboxylate FC=1C=C(C=C(C1N1S(NC(C1)=O)(=O)=O)O)C1CN(CCC1)C(=O)OC(C)(C)C